lithium germanium phosphosulfide P(=O)(=O)SP(=O)=O.[Ge].[Li]